N=1N=CN2C1C=CC(=C2)C2=CNC=1N=C(N=CC12)NC1CCC(CC1)C(=O)N1CCCC1 ((1s,4s)-4-((5-([1,2,4]triazolo[4,3-a]pyridin-6-yl)-7H-pyrrolo[2,3-d]pyrimidin-2-yl)amino)cyclohexyl)(pyrrolidin-1-yl)methanone